tert-Butyl (S)-3-hydroxy-3-((R)-5H-imidazo[5,1-a]isoindol-5-yl)piperidine-1-carboxylate O[C@@]1(CN(CCC1)C(=O)OC(C)(C)C)[C@@H]1N2C(C3=CC=CC=C13)=CN=C2